S1C(=NC=C1)C1N(C(C(C(C1C)=O)C)C=1SC=CN1)C 2,6-bis(thiazol-2-yl)-3,5-dimethyl-N-methyl-4-piperidone